CC1=CSC2=C1N(C=1C2=NC=C(C1)C(C)=O)C(C1CCOCC1)C1=CC=CC=C1 1-(3-methyl-4-(phenyl-(tetrahydro-2H-pyran-4-yl)methyl)-4H-thieno[2',3':4,5]pyrrolo[3,2-b]pyridin-6-yl)ethan-1-one